C(C)(C)(C)C1=CC(=C(C(=C1)C)C=1NC2=CC=CC=C2C(C1CO)=O)OC1=C(C=C(C=C1)F)OC 2-[4-tert-butyl-2-(4-fluoro-2-methoxy-phenoxy)-6-methyl-phenyl]-3-(hydroxymethyl)-1H-quinolin-4-one